tert-butyl 6-(3-(3-(benzyloxy)-2,4-difluoro-5-(trifluoromethyl)phenyl)-1-methyl-1H-pyrazolo[3,4-d]pyrimidin-6-yl)-3,4-dihydropyridine-1(2H)-carboxylate C(C1=CC=CC=C1)OC=1C(=C(C=C(C1F)C(F)(F)F)C1=NN(C2=NC(=NC=C21)C2=CCCCN2C(=O)OC(C)(C)C)C)F